ClCC(CO)N1C=C(C(=C1C1=C(C=CC=C1)C(F)(F)F)C)C(=O)Cl 1-(1-chloro-3-hydroxypropan-2-yl)-4-methyl-5-(2-(trifluoromethyl)phenyl)-1H-pyrrole-3-carbonyl chloride